(2S,4r)-1-[(2S)-2-[4-(benzoylaminomethyl)triazol-1-yl]-3,3-dimethyl-butyryl]-4-hydroxy-N-methyl-pyrrolidine-2-carboxamide C(C1=CC=CC=C1)(=O)NCC=1N=NN(C1)[C@H](C(=O)N1[C@@H](C[C@H](C1)O)C(=O)NC)C(C)(C)C